N[C@H]1CS(C2=C(N(C1=O)CC1=CC=C(C=C1)OC1=CC=CC=C1)C=C(C=C2)C=2OC(=NN2)N2CC(OCC2)(F)F)(=O)=O (3R)-3-amino-7-[5-(2,2-difluoromorpholin-4-yl)-1,3,4-oxadiazol-2-yl]-1,1-dioxo-5-[(4-phenoxyphenyl)methyl]-2,3-dihydro-1λ6,5-benzothiazepin-4-one